C(#N)C=CC1=CC(=C(C(=C1)C)NC1=NC=NC2=CC=C(C=C12)F)F 4-((4-(2-cyanovinyl)-2-fluoro-6-methylphenyl)amino)-6-fluoroquinazolin